COC=1C=C(CNCC(=O)OC)C=C(C1)OC methyl (3,5-dimethoxybenzyl)glycinate